(S)-(4-(4-fluorobenzo[d]oxazol-2-yl)-6,7-dihydro-1H-imidazo[4,5-c]pyridin-5(4H)-yl)(6-(4-(2-hydroxypropan-2-yl)piperidin-1-yl)pyrazolo[1,5-a]pyridin-3-yl)methanone FC1=CC=CC2=C1N=C(O2)[C@H]2N(CCC1=C2N=CN1)C(=O)C=1C=NN2C1C=CC(=C2)N2CCC(CC2)C(C)(C)O